4-methyloxetane-2-carboxamide CC1CC(O1)C(=O)N